3-(2,2-difluoropropyl)-1-[[2-(methoxymethyl)-6-methyl-imidazo[2,1-b][1,3,4]thiadiazol-5-yl]methyl]-2H-pyrrol-5-one FC(CC=1CN(C(C1)=O)CC1=C(N=C2SC(=NN21)COC)C)(C)F